N1(CCCC1)CCOCCN1C(CCC1)=O 1-(2-(2-(pyrrolidin-1-yl)ethoxy)ethyl)pyrrolidin-2-one